FC1=CC=C(C=C1)C1=C(CCC(C1)(C)C)CN1C2CN(CC1CC2)C=2C=C1CN(C(C1=CC2)=O)C2C(NC(CC2)=O)=O 3-(5-(8-((4'-fluoro-5,5-dimethyl-3,4,5,6-tetrahydro-[1,1'-biphenyl]-2-yl)methyl)-3,8-diazabicyclo[3.2.1]octane-3-yl)-1-oxoisoindolin-2-yl)piperidine-2,6-dione